[6-(2-carboxy-5-{[(2,5-dioxopyrrolidin-1-yl)oxy]carbonyl}phenyl)-2,2,10,10-tetramethyl-8-(sulfomethyl)-10,11-dihydro-2H-pyrano[3,2-g:5,6-g']diquinolin-1-ium-4-yl]methanesulfonate C(=O)(O)C1=C(C=C(C=C1)C(=O)ON1C(CCC1=O)=O)C1=C2C=C3C(=CC([NH+]=C3C=C2OC2=C1C=C1C(=CC(NC1=C2)(C)C)CS(=O)(=O)O)(C)C)CS(=O)(=O)[O-]